FC1=CC=C(C=C1)C=1N=CN(C1C=1SC=C(N1)C(=O)NC1=NC=C(C=C1)C1CCN(CC1)C)C(C)C 2-(4-(4-fluorophenyl)-1-isopropyl-1H-imidazol-5-yl)-N-(5-(1-methylpiperidin-4-yl)pyridin-2-yl)thiazole-4-carboxamide